2-benzyl-2-azaspiro[3.3]heptan-6-yl (2R,6S)-2,6-dimethyl-4-[4-(trifluoromethyl)phenyl]piperazine-1-carboxylate C[C@H]1N([C@H](CN(C1)C1=CC=C(C=C1)C(F)(F)F)C)C(=O)OC1CC2(CN(C2)CC2=CC=CC=C2)C1